CC1=NC=C(N1C)CN1CCN(CC1)C1=C(C=CC(=C1)CC(C)C)C=1N=NNN1 1-[(2,3-dimethylimidazol-4-yl)methyl]-4-[5-isobutyl-2-(2H-tetrazol-5-yl)phenyl]piperazine